ClC1=NC=C(C(=N1)NCC=1C=NN(C1)C)C(=O)N 2-chloro-4-(((1-methyl-1H-pyrazol-4-yl)methyl)amino)pyrimidin-5-carboxamide